1-(3-(((3-((2-((3S,4R)-3-fluoro-4-hydroxy-3-methylpiperidin-1-yl)pyrimidin-4-yl)amino)-5-isopropylisoquinolin-8-yl)oxy)methyl)-3-methylazetidin-1-yl)ethan-1-one F[C@]1(CN(CC[C@H]1O)C1=NC=CC(=N1)NC=1N=CC2=C(C=CC(=C2C1)C(C)C)OCC1(CN(C1)C(C)=O)C)C